zinc triflate salt [O-]S(=O)(=O)C(F)(F)F.[Zn+2].[O-]S(=O)(=O)C(F)(F)F